C(=C)C1=NC=C(C(=C1)C1=CC(=NN1COCC[Si](C)(C)C)C(=O)OC)F methyl 5-(2-ethenyl-5-fluoropyridin-4-yl)-1-{[2-(trimethylsilyl)ethoxy]methyl}pyrazole-3-carboxylate